C(C=C)(=O)N1C(CN(CC1)C=1N=C2C(=NC1)NC=C2C(=O)NC(COC)COC)(C)C Racemic-2-(4-acryloyl-3,3-di-methylpiperazin-1-yl)-N-(1,3-dimethoxypropan-2-yl)-5H-pyrrolo[2,3-b]pyrazine-7-carboxamide